N,N-bis(2-methoxyethyl)-N,N-dimethylammonium COCC[N+](C)(C)CCOC